C(#CC)O\N=C(/COC1=CC(=NN1C)C(F)(F)F)\C1=C(C=C(C(=C1)F)Cl)Cl (Z)-1-(2,4-dichloro-5-fluorophenyl)-2-((1-methyl-3-(trifluoromethyl)-1H-pyrazol-5-yl)oxy)ethan-1-one-O-propyn-1-yl oxime